ClC=1C=C(OC2CCC(CC2)NC(=O)C=2N=NC(=CC2)N2CCC(CC2)C=O)C=CC1C#N N-[4-(3-chloro-4-cyano-phenoxy)cyclohexyl]-6-(4-formyl-1-piperidinyl)pyridazine-3-carboxamide